C(CC(C)CCCC(C)CCCC(C)CCCC(C)C)OC[C@@H](OCCC(C)CCCC(C)CCCC(C)CCCC(C)C)CO 1,2-diphytanyl-sn-glycerol